methyl N-[5-[6-[5-cyano-2-(4-fluorophenyl)-1,2,4-triazol-3-yl]imidazo[1,2-a]pyridin-3-yl]-2-pyridyl]carbamate C(#N)C=1N=C(N(N1)C1=CC=C(C=C1)F)C=1C=CC=2N(C1)C(=CN2)C=2C=CC(=NC2)NC(OC)=O